4-(1-((3-hydroxy-2,2-dimethylpropyl)amino)ethyl)isoquinolin-1(2H)-one OCC(CNC(C)C1=CNC(C2=CC=CC=C12)=O)(C)C